N-(6-amino-5-ethylpyridin-3-yl)-2-((2R,5S)-2-(2-((isopropyl(methyl)amino)methyl)benzo[d]thiazol-5-yl)-5-methylpiperidin-1-yl)-2-oxoacetamide NC1=C(C=C(C=N1)NC(C(=O)N1[C@H](CC[C@@H](C1)C)C=1C=CC2=C(N=C(S2)CN(C)C(C)C)C1)=O)CC